6-amino-2-(bis(carboxymethyl)-amino)caproic acid NCCCCC(C(=O)O)N(CC(=O)O)CC(=O)O